(5-Chloro-8-quinolinoxy)acetic acid (1,3-dimethylbut-1-yl) ester CC(CC(C)C)OC(COC=1C=CC(=C2C=CC=NC12)Cl)=O